C(=O)O (+/-)-(+/-)-Formic acid